CN(C)\C=N\NC(CC(C)C1=CC(=NC=C1)NC(OC(C)(C)C)=O)=O tert-butyl (E)-(4-(4-(2-((dimethylamino)methylene)hydrazineyl)-4-oxobutan-2-yl)pyridin-2-yl)carbamate